2-((3-(methoxycarbonyl)-4,5,6,7-tetrahydrobenzo[b]thiophen-2-yl)amino)-N-(2-((2-(methoxycarbonyl)-4-methylthiophen-3-yl)amino)-2-oxoethyl)-N,N-dimethyl-2-oxoethan-1-aminium formate C(=O)[O-].COC(=O)C=1C2=C(SC1NC(C[N+](C)(C)CC(=O)NC1=C(SC=C1C)C(=O)OC)=O)CCCC2